3-(tert-butyl)-1-isopropyl-1H-pyrazol-5-amine C(C)(C)(C)C1=NN(C(=C1)N)C(C)C